S1C(=NC2=C1C=CC=C2)C(CC2=CC(=CC=C2)C(N)=N)NS(=O)(=O)C=2C=C(C=CC2)NC(C2=CC=CC=C2)=O N-[3-[[1-(1,3-benzothiazol-2-yl)-2-(3-carbamimidoylphenyl)ethyl]sulfamoyl]phenyl]benzamide